N-(5-(1-(tetrahydro-4H-pyran-4-ylidene)ethyl)pyridin-2-yl)cyclopropanecarboxamide O1CCC(CC1)=C(C)C=1C=CC(=NC1)NC(=O)C1CC1